CC1=NC(=CC=C1NC(=O)C1C(CCCC1)C(=O)O)C1=C(C(=NO1)C)CNC1=NC=CC(=N1)C1=CC=CC2=CC=CC=C12 2-((2-methyl-6-(3-methyl-4-(((4-(naphthalen-1-yl)pyrimidin-2-yl)amino)methyl)isoxazol-5-yl)pyridin-3-yl)carbamoyl)cyclohexane-1-carboxylic acid